(5Z)-5-[[1-(3-pyridyl)pyrazol-4-yl]methylene]-2-thioxo-thiazolidin-4-one N1=CC(=CC=C1)N1N=CC(=C1)\C=C/1\C(NC(S1)=S)=O